BrC=1C(=CC=2C3=C(C(=NC2C1F)OCC)C=C(N3[C@H]3[C@H]1CN([C@@H]3C1)C(=O)OC(C)(C)C)CCC(=O)N(C)C)CCC#N tert-butyl (1R,4R,5S)-5-(7-bromo-8-(2-cyanoethyl)-2-(3-(dimethylamino)-3-oxopropyl)-4-ethoxy-6-fluoro-1H-pyrrolo[3,2-c]quinolin-1-yl)-2-azabicyclo[2.1.1]hexane-2-carboxylate